FC(C(=O)O)(F)F.NCCCC(=O)NC=1C=NC=C(C1)C1=CC2=C(C=C1OC)OCC1=C2N(N=C1C(=O)N1C(COCC1)(C)C)C1=CC(=CC(=C1)F)F 4-amino-N-(5-(1-(3,5-difluorophenyl)-3-(3,3-dimethylmorpholine-4-carbonyl)-7-methoxy-1,4-dihydrochromeno[4,3-c]pyrazol-8-yl)pyridin-3-yl)butanamide 2,2,2-trifluoroacetate